5-ethyl-2-(4-ethylphenyl)oxazol C(C)C1=CN=C(O1)C1=CC=C(C=C1)CC